((2S,3R,4R)-2-(3,4-dimethoxyphenyl)-4-(pyridin-2-ylmethyl)tetrahydrofuran-3-yl)methanol COC=1C=C(C=CC1OC)[C@H]1OC[C@@H]([C@@H]1CO)CC1=NC=CC=C1